5-amino-2-methyl-N-[2-(4-sulfamoylphenyl)ethyl]benzenesulfonamide NC=1C=CC(=C(C1)S(=O)(=O)NCCC1=CC=C(C=C1)S(N)(=O)=O)C